OC1=CC=C(C(/C=C/C2C(C=C(C=C2)OC)OC)=O)C=C1 4'-hydroxy-2,4-dimethoxydihydrochalcone